ClC1=CC(=C(C=C1)C1=NC(=NC2=NC(=C(N=C12)C)C)C=1CCO[C@H](C1)C=1C=NN(C1)C1CC1)F (R)-4-(4-chloro-2-fluorophenyl)-2-(6-(1-cyclopropyl-1H-pyrazol-4-yl)-3,6-dihydro-2H-pyran-4-yl)-6,7-dimethylpteridine